C1(CC1)N(CCC(C(=O)O)NC(=O)OCC1=CC(=CC(=C1)Cl)Cl)CCCCC1=NC=2NCCCC2C=C1 4-[cyclopropyl-[4-(5,6,7,8-tetrahydro-1,8-naphthyridin-2-yl)butyl]amino]-2-[(3,5-dichlorophenyl)methoxycarbonylamino]butanoic acid